FC1=CC=C(C=C1)[C@H](C)NC1=NC(=CC(=C1)N1CCSCC1)NC1=NC=CN=C1 (S)-N2-[1-(4-fluorophenyl)ethyl]-N6-(pyrazin-2-yl)-4-thiomorpholinopyridine-2,6-diamine